4-tert-butylphenyl-boric acid C(C)(C)(C)C1=CC=C(C=C1)OB(O)O